(3-(5-amino-6-((1-(1-methylpiperidin-4-yl)-1H-pyrazol-4-yl)oxy)pyrazin-2-yl)-5-methylphenyl)dimethylsilanol NC=1N=CC(=NC1OC=1C=NN(C1)C1CCN(CC1)C)C=1C=C(C=C(C1)C)[Si](O)(C)C